6-(Azetidin-1-yl)-N-(6,8-dichloroimidazo[1,2-a]pyridine-3-sulfonyl)-4-fluoro-1-benzofuran-2-carboxamide N1(CCC1)C1=CC2=C(C=C(O2)C(=O)NS(=O)(=O)C2=CN=C3N2C=C(C=C3Cl)Cl)C(=C1)F